CC1=CC=2N(C(NC(C2N=C1)=O)=O)C1=CC=CC=C1 7-methyl-1-phenylpyrido[3,2-d]-pyrimidine-2,4(1H,3H)-dione